C1(CCCN2C(C=CC=C12)=O)=O 3,4-dihydro-1H-quinolizine-1,6(2H)-dione